2-((6-(1,1-difluoroethyl)-2-methylpyridin-3-yl)sulfonyl)-6-(2-oxaspiro[3.3]heptan-6-yl)-2,6-diazaspiro[3.3]heptane FC(C)(F)C1=CC=C(C(=N1)C)S(=O)(=O)N1CC2(C1)CN(C2)C2CC1(COC1)C2